C(CC)OC([C@@H](NC(=O)OCCC)CCCCNC(=O)OCCC)=O N,N'-bis(propyloxycarbonyl)lysine propyl ester